NC1=C(C(=C(C=N1)C=1C(=NC(=CC1)C(F)(F)F)C(=O)N)N1CCOCC1)F (6-amino-5-fluoro-4-morpholinylpyridin-3-yl)-6-(trifluoromethyl)pyridineamide